N-(5-fluoro-3H-indenyl)acetamide phthalimidophosphoramidite C1(C=2C(C(N1NP(O)O)=O)=CC=CC2)=O.FC=2C=C1CC=C(C1=CC2)NC(C)=O